NCCNC[Si](OCC)(OCC)OCC 2-Aminoethylaminomethyltriethoxysilan